NC=1C(NC2=C3C=CC=NC3=C(C=C2C1C1=C2C=NNC2=C(C=C1)F)N1CCC(CC1)(F)F)=O 3-amino-6-(4,4-difluoropiperidin-1-yl)-4-(7-fluoro-1H-indazol-4-yl)-1H-1,7-phenanthrolin-2-one